N=1C=NN2C=NC(=CC21)OC2=C(C=C(C=C2)NC2=NC=NC1=CC=C(C(=C21)O[C@@H]2CN(CC2(F)F)C)OC)C (R)-N-(4-([1,2,4]triazolo[1,5-c]pyrimidin-7-yloxy)-3-methylphenyl)-5-((4,4-difluoro-1-methylpyrrolidin-3-yl)oxy)-6-methoxyquinazolin-4-amine